diphenyltriazinyl(diphenylbenzoselenophenyl)benzene C1(=CC=CC=C1)C1=C(C(=C(C=C1)C=1[Se]C2=C(C1C1=CC=CC=C1)C(=CC=C2)C2=CC=CC=C2)C2=NN=NC=C2)C2=CC=CC=C2